1-(2-hydroxy-4-methoxyphenyl)-2-(4-hydroxy-3-methoxyphenyl)ethanone OC1=C(C=CC(=C1)OC)C(CC1=CC(=C(C=C1)O)OC)=O